C(C)(C)(C)OC([C@H](C)OC1=C(C=C(C=C1)Cl)C1=NOCC1OCCCC)=O tert-Butyl-(2S)-2-[4-chloro-2-(4-butoxy-4,5-dihydroisoxazol-3-yl)phenoxy]propanoat